2-PHENYL-1H-PYRROLO[2,3-B]PYRIDINE-3-BORONIC ACID C1(=CC=CC=C1)C1=C(C=2C(=NC=CC2)N1)B(O)O